ClC1=CC(=C(OC2=C(C(=O)NC3=CC(=CC=C3)S(N)(=O)=O)C=CC(=C2)C(C(F)(F)F)(F)F)C=C1)OC 2-(4-chloro-2-methoxyphenoxy)-4-(perfluoroethyl)-N-(3-sulfamoylphenyl)benzamide